ethyl 5-methoxy-3-methyl-2-[(3Z,12R)-12-methyl-10-oxo-1,11,20-triazatricyclo[11.5.2.016,19]icosa-3,13(20),14,16(19),17-pentaen-18-yl]imidazo[1,2-a]pyridine-7-carboxylate COC1=CC(=CC=2N1C(=C(N2)C2=CC=1C=CC=3[C@H](NC(CCCCC\C=C/CN2C1N3)=O)C)C)C(=O)OCC